tert-butyl methyl(3-oxo-3-(thiophen-2-yl)propyl)carbamate CN(C(OC(C)(C)C)=O)CCC(C=1SC=CC1)=O